C(CC)S(=O)(=O)O.C(=S)N.C(=S)N dithioformamide propanesulfonate